(2R,6R)-N-{2-benzyl-2-azaspiro[3.3]heptan-6-yl}-4-(5-cyanopyrazin-2-yl)-2,6-dimethylpiperazine-1-carboxamide C(C1=CC=CC=C1)N1CC2(C1)CC(C2)NC(=O)N2[C@@H](CN(C[C@H]2C)C2=NC=C(N=C2)C#N)C